azidospermidine bis-mesylate S(C)(=O)(=O)O.S(C)(=O)(=O)O.N(=[N+]=[N-])NCCCCNCCCN